C(C)N1C=C(C=CC1=O)C(=O)NC1=NC=C(C=C1)CC1=CC(=CC=C1)F 1-ethyl-N-(5-(3-fluorobenzyl)pyridin-2-yl)-6-oxo-1,6-dihydropyridine-3-carboxamide